N1(C=CC2=CC=CC=C12)C1=CCCO1 5-(1H-indol-1-yl)-dihydrofuran